(S)-4-(4-(4-(4-amino-2-(4-benzamidobenzamido)-4-oxobutyramido)benzamido)-2-hydroxy-3-isopropoxybenzamido)benzoic acid NC(C[C@@H](C(=O)NC1=CC=C(C(=O)NC2=C(C(=C(C(=O)NC3=CC=C(C(=O)O)C=C3)C=C2)O)OC(C)C)C=C1)NC(C1=CC=C(C=C1)NC(C1=CC=CC=C1)=O)=O)=O